BrC=1C=C2C(=CNC2=CC1)C1=C(N=C(O1)C)Cl 5-bromo-3-(4-chloro-2-methyloxazol-5-yl)-indole